CS(=O)(=O)N1CCC(CC1)COC=1OC=CC(C1)=O (((methylsulfonyl)piperidin-4-yl)methoxy)-4H-pyran-4-one